C(C)(=O)N1[C@H](C[C@H](C1)C1=CC(=C(C=C1)OC)OC(C)C)CC1(NC=C(C=C1)C(=O)NCC)C(=O)N 2-(((2R,4S)-1-acetyl-4-(3-isopropoxy-4-methoxyphenyl)pyrrolidin-2-yl)methyl)-N5-ethylpyridine-2,5-dicarboxamide